ClC1=C(C=C(C=C1CO)Cl)S(=O)(=O)NC1=C(C(=C(C=C1)F)C1=CC=C2C(=NNC2=C1F)C=1NC=CN1)F 2,5-dichloro-N-(2,4-difluoro-3-(7-fluoro-3-(1H-imidazol-2-yl)-1H-indazol-6-yl)-phenyl)-3-(hydroxyl-methyl)benzenesulfonamide